C1COCC=2OC(C3=C(C21)C=CS3)=O 1,4-dihydropyrano[3,4-b]thieno[3,2-d]pyran-6(2H)-one